ClC1=CC=C(COC(C(=O)OCC2=CC=C(C=C2)Cl)=O)C=C1 bis-(4-chlorobenzyl)-oxalate